FC(OC1=CC=CC=2C(N([C@H]3C=4N([C@@H](C21)C3)C3=C(N4)C=CC(=C3)CCCCO)C([2H])([2H])[2H])=O)F (7R,14R)-1-(difluoromethoxy)-11-(4-hydroxybutyl)-6-(methyl-d3)-6,7-dihydro-7,14-methanobenzo[f]benzo[4,5]imidazo[1,2-a][1,4]diazocin-5(14H)-one